ClC1=C(C(=CC2=CC=CC=C12)B(O)O)SC (4-chloro-3-(methylthio)naphthalen-2-yl)boronic acid